2-amino-3-methyl-benzoic acid NC1=C(C(=O)O)C=CC=C1C